trimethylolpropane tris-(mercaptoacetate) SCC(=O)O.SCC(=O)O.SCC(=O)O.C(O)C(CC)(CO)CO